NC1=NN2C(C=C(C=C2)C=2C(=CC(=C(C(=O)[O-])C2)CC)F)=N1.[Li+] lithium 5-(2-amino-[1,2,4]triazolo[1,5-a]pyridin-7-yl)-2-ethyl-4-fluorobenzoate